C1(=CC=CC=C1)CCNC(CCCCCCCCCCCCCCC)=O N-(2-Phenylethyl)hexadecanamide